C(C)(C)(C)OC(=O)N1C(CN(CC1)C1=NC(=C(C(=C1)C)C(=O)OC)C)(C)C 4-(5-(methoxycarbonyl)-4,6-dimethylpyridin-2-yl)-2,2-dimethylpiperazine-1-carboxylic acid tert-butyl ester